BrC1=CC=C2C=C(N=C(C2=C1)C(=O)OC)Cl methyl 7-bromo-3-chloroisoquinoline-1-carboxylate